(R)-2-(bicyclo[1.1.1]pentan-1-yl)-N-(4-methyl-3-(2-methyl-2H-1,2,3-triazol-4-yl)phenyl)propanamide C12(CC(C1)C2)[C@H](C(=O)NC2=CC(=C(C=C2)C)C2=NN(N=C2)C)C